tert-butyl(2-((4-(((5-((3-chloro-2-methoxyphenyl)carbamoyl)-6-oxo-1,2,3,6-Tetrahydropyridin-4-yl)amino)methyl)pyridin-3-yl)oxy)ethyl)(methyl)carbamate C(C)(C)(C)OC(N(C)CCOC=1C=NC=CC1CNC=1CCNC(C1C(NC1=C(C(=CC=C1)Cl)OC)=O)=O)=O